BrCCCCCCC(C(=O)Cl)(C)C 8-bromo-2,2-dimethyl-octanoyl chloride